NC1=CC=CC(=N1)[C@@H](C)NC=1C2=C(N=C(N1)C)C=NC=C2 4-{[(1R)-1-(6-aminopyridin-2-yl)ethyl]amino}-2-methylpyrido[3,4-d]pyrimidin